(1R,5S,6r)-tert-Butyl 6-((3-fluorobenzyl)carbamoyl)-3-azabicyclo[3.1.0]hexane-3-carboxylate FC=1C=C(CNC(=O)C2[C@H]3CN(C[C@@H]23)C(=O)OC(C)(C)C)C=CC1